[Cl-].[Cl-].[NH3+][C@@H](CC1=CC(=CC=C1)C#N)C=1[NH2+]C=CN1 2-[(1S)-1-azaniumyl-2-(3-cyanophenyl)ethyl]-1H-imidazol-1-ium dichloride